(E)-3-(3-(3-phenoxyphenyl)acryloyl)oxazolidin-2-one-5,5-d2 O(C1=CC=CC=C1)C=1C=C(C=CC1)/C=C/C(=O)N1C(OC(C1)([2H])[2H])=O